N12CCCCCC2=NCCC1 1,8-diazabicyclo-[5.4.0]-7-undecene